(Z)-3-amino-2-(3-((E)-4-(dimethylamino)styryl)-5,5-dimethylcyclohex-2-en-1-ylidene)propionitrile NC/C(/C#N)=C\1/C=C(CC(C1)(C)C)\C=C\C1=CC=C(C=C1)N(C)C